BrC=1C(=NC(=CC1)C)Cl 3-Bromo-2-chloro-6-methylpyridine